trans-3-hydroxymethyl-2,2-dimethylcyclopropanecarboxylic acid OC[C@@H]1C([C@H]1C(=O)O)(C)C